BrC=1C=CC=C2C=CC(=NC12)N1CCC(CC1)(F)F 8-bromo-2-(4,4-difluoropiperidin-1-yl)quinoline